OC(CN(CCN(CC(CCCCCCCCCC)O)CCN1CCN(CC1)CCN(CC(CCCCCCCCCC)O)CC(CCCCCCCCCC)O)CC(CCCCCCCCCC)O)CCCCCCCCCC 1-[2-[bis(2-hydroxydodecyl)amino]ethyl-[2-[4-[2-[bis(2-hydroxydodecyl)amino]ethyl]piperazin-1-yl]Ethyl]amino]dodecane-2-ol